2-{[3-(dimethylamino)propyl]methylamino}ethanol CN(CCCN(CCO)C)C